ClC1=NC(=C2N=CN(C2=N1)CC)N1[C@H](COCC1)C (S)-4-(2-chloro-9-ethyl-9H-purin-6-yl)-3-methylmorpholine